7-(2-methylpyrazol-3-yl)quinoline-6-carbonitrile CN1N=CC=C1C1=C(C=C2C=CC=NC2=C1)C#N